4-chloro-3,6-difluoro-2-(4-iodo-2-methyl-pyrazol-3-yl)benzonitrile ClC1=C(C(=C(C#N)C(=C1)F)C=1N(N=CC1I)C)F